4-([1,1'-biphenyl]-2-yl)-2-phenyl-6-(4-(4,4,5,5-tetramethyl-1,3,2-dioxaborolan-2-yl)naphthalene-1-yl)pyrimidine C1(=C(C=CC=C1)C1=NC(=NC(=C1)C1=CC=C(C2=CC=CC=C12)B1OC(C(O1)(C)C)(C)C)C1=CC=CC=C1)C1=CC=CC=C1